C1(CC1)N1C(N(C=2C(C1=O)=C(N(C(C2C)=O)C)NC2=C(C=C(C=C2)I)F)C=2C=C(C=CC2)NC=O)=O N-{3-[3-cyclopropyl-5-(2-fluoro-4-iodo-phenylamino)6,8-dimethyl-2,4,7-trioxo-3,4,6,7-tetrahydro-2H-pyrido[4,3-d]pyrimidin-1-yl]phenyl}carboxamide